FC(C1=CC(=NC=N1)CC(C#C)O)F (6-difluoromethyl-pyrimidin-4-yl)-but-3-yn-2-ol